S1C(=CC=C1)C1=C(SC=C1)C=1SC=CC1 bis(thienyl)thiophene